C(C)(C)(C)OC(CN1CCN(CC1)C1=CC=C(C=C1)C1=C(N=NC(=C1)C1=C(C=CC=C1)O)N)=O.C12C(C3CC(CC(C1)C3)C2)CC(=O)NC2=CC3=C(NC(=N3)[C@@H](C)C3=CC=CC=C3)C=C2 2-(2-adamantyl)-N-[2-[(1S)-1-phenylethyl]-1H-benzimidazol-5-yl]acetamide tert-butyl-2-(4-(4-(3-amino-6-(2-hydroxyphenyl)pyridazin-4-yl)phenyl)piperazin-1-yl)acetate